8-fluoro-7-[7-fluoro-3-(methoxymethoxy)-8-[2-(triisopropylsilyl)ethynyl]naphthalen-1-yl]-2-methanesulfinylpyrido[4,3-d]pyrimidin-5-ylpyrrolidine-2-carboxamide FC1=C(N=C(C2=C1N=C(N=C2)S(=O)C)N2C(CCC2)C(=O)N)C2=CC(=CC1=CC=C(C(=C21)C#C[Si](C(C)C)(C(C)C)C(C)C)F)OCOC